N1C=C(C2=CC=CC=C12)C1=NC(=NC=C1)NC1=CC=C(C(=O)NN)C=C1 4-(4-(1H-indol-3-yl)pyrimidin-2-ylamino)benzoyl-hydrazine